ClC=1C=C(C#N)C=C(C1)C(/C=C(/C=O)\C)(CC=C(C)C)C (E)-3-chloro-5-(2,4,7-trimethyl-1-oxooct-2,6-dien-4-yl)benzonitrile